ClC1=NN(C2=CC=C(C=C12)C(=O)O)C(F)F 3-chloro-1-(difluoromethyl)-1H-indazole-5-carboxylic acid